7-chloro-4-(methylamino)-1-(pyridin-4-yl)-quinazolin-2(1H)-one ClC1=CC=C2C(=NC(N(C2=C1)C1=CC=NC=C1)=O)NC